3-(2-hydroxyethyl)-1-(4-(trifluoromethyl)phenyl)-2,3-dihydroquinazolin OCCN1CN(C2=CC=CC=C2C1)C1=CC=C(C=C1)C(F)(F)F